C(C1=CC=CC=C1)N1CC2(CC1)CCN(CC2)S(=O)(=O)C=2C=CC(=NC2)N2CCOCC2 4-(5-((2-Benzyl-2,8-diazaspiro[4.5]decan-8-yl)sulfonyl)pyridin-2-yl)morpholine